(4-Chlorophenyl)5-methyl-2,5-dihydro-1,2,4-oxadiazole ClC1=CC=C(C=C1)N1OC(N=C1)C